tert-butyl (5-((tert-butoxycarbonyl)amino)-2-methylphenyl)(4-(pyridin-3-yl)pyrimidin-2-yl)carbamate C(C)(C)(C)OC(=O)NC=1C=CC(=C(C1)N(C(OC(C)(C)C)=O)C1=NC=CC(=N1)C=1C=NC=CC1)C